C(CC(O)(C(=O)[O-])CC(=O)[O-])(=O)[O-].[Na+].N.[Na+].[Na+] ammonia sodium citrate